COC=1C=C(C=CC1OC)C=1N=C2N(N=C(C=C2)C=2CCNCC2)C(C1)=O 2-(3,4-dimethoxyphenyl)-7-(1,2,3,6-tetrahydropyridin-4-yl)-4H-pyrimido[1,2-b]pyridazin-4-one